FC1=C(C=C(C=C1)C1CC=NN1C(=O)C12CC(C1)(C2)COC=2N=CC(=NC2)C#N)CO 5-((3-(5-(4-Fluoro-3-(hydroxymethyl)phenyl)-4,5-dihydro-1H-pyrazole-1-carbonyl)bicyclo[1.1.1]pentan-1-yl)methoxy)pyrazine-2-carbonitrile